Dimethyl tartrate C(=O)(OC)C(O)C(O)C(=O)OC